3-(acryloyloxy)propyl-trimethoxysilane diammonium [NH4+].[NH4+].C(C=C)(=O)OCCC[Si](OC)(OC)OC